2-tert-butyl-3,3-dimethyl-1-butene C(C)(C)(C)C(=C)C(C)(C)C